bis(dimethylamino-2-propoxy)copper CN(C)CC(C)O[Cu]OC(C)CN(C)C